C1=CC(=C[N+](=C1)[C@H]2[C@@H]([C@@H]([C@H](O2)COP(=O)([O-])[O-])O)O)C(=O)N The molecule is a nicotinamide mononucleotide. It has a role as a human metabolite and a Saccharomyces cerevisiae metabolite. It is a conjugate base of a NMN zwitterion.